5-(2-fluorophenyl)-1H-pyrrole-3-carboxylic acid-3-methylbenzyl ester CC=1C=C(COC(=O)C2=CNC(=C2)C2=C(C=CC=C2)F)C=CC1